4-(3-((2-((1-(1-methylpiperidin-4-yl)-3-(trifluoromethyl)-1H-pyrazol-4-yl)amino)-5-(trifluoromethyl)pyrimidin-4-yl)amino)propyl)-1,4-oxazepan-5-one CN1CCC(CC1)N1N=C(C(=C1)NC1=NC=C(C(=N1)NCCCN1CCOCCC1=O)C(F)(F)F)C(F)(F)F